FC(C(=O)O)(F)F.C1(CCC1)N1CCC(=CC1)C1=CC2=C(C=3N(CCC2NC=2C=C(C#N)C=CC2)N=NC3C)C=C1 3-((9-(1-cyclobutyl-1,2,3,6-tetrahydropyridin-4-yl)-1-methyl-6,7-dihydro-5H-benzo[c][1,2,3]triazolo[1,5-a]azepin-7-yl)amino)benzonitrile 2,2,2-trifluoroacetate